O=C1NC(CCC1N1C(C2=CC=C(C=C2C1=O)NCCC[C@@H]1C[C@H](C1)N1N=CC(=C1)C=1C=NC=2C=CC=C(C2N1)C#N)=O)=O 3-(1-(trans-3-(3-((2-(2,6-dioxopiperidin-3-yl)-1,3-dioxoisoindolin-5-yl)amino)propyl)cyclobutyl)-1H-pyrazol-4-yl)quinoxaline-5-carbonitrile